FC=1C(=C(C=CC1F)[C@H]1[C@H](O[C@@]([C@H]1C)(C(F)(F)F)C)C(=O)NC1=CC(=NC=C1)C(=O)N)C (2S,3S,4S,5S)-4-[[3-(3,4-Difluoro-2-methyl-phenyl)-4,5-dimethyl-5-(trifluoromethyl)tetrahydrofuran-2-carbonyl]amino]pyridin-2-carboxamid